2-(2-aminoethylamino)ethylsulfonic acid NCCNCCS(=O)(=O)O